C(C)(C)(C)OC(=O)N[C@H](C(=O)N1[C@@H]([C@H]2C([C@H]2C1)(C)C)C(=O)O)CC1=CC=CC=C1 (1R,2S,5S)-3-[(2S)-2-(tert-butoxycarbonylamino)-3-phenyl-propanoyl]-6,6-dimethyl-3-azabicyclo[3.1.0]hexane-2-carboxylic acid